CONC (methyl-hydroxy)aminomethane